FC1=CC(=C(C=C1F)Br)Br 4,5-difluoro-1,2-dibromobenzene